4-((3-chloro-1,4-diphenoxy-1,4-dihydronaphthalen-2-ylamino)methyl)-N-(quinolin-5-yl)benzamide ClC1=C(C(C2=CC=CC=C2C1OC1=CC=CC=C1)OC1=CC=CC=C1)NCC1=CC=C(C(=O)NC2=C3C=CC=NC3=CC=C2)C=C1